2-(1-propylguanidino)-acetic acid C(CC)N(C(=N)N)CC(=O)O